dimethyl-2,5-dihydroxyterephthalate COC(C1=C(C=C(C(=O)OC)C(=C1)O)O)=O